CC1=CC(=C(C(=C1)C)C)C 1,3,4,5-tetramethylbenzene